6-amino-3,4-dimethylisochromen-1-one NC=1C=C2C(=C(OC(C2=CC1)=O)C)C